[I-].COC(C=CC(=O)OC[N+]1=CC=CC=C1)=O (((4-methoxy-4-oxobut-2-enoyl)oxy)methyl)pyridin-1-ium iodide